9-chloro-3-isopropylthieno[3,2-e][1,2,4]triazolo[4,3-c]pyrimidine ClC1=CSC2=C1C=1N(C=N2)C(=NN1)C(C)C